N-(3-methoxypropyl)-5-[(1-methyl-1H-pyrazol-3-yl)sulfonyl]-1H,2H,3H,4H,5H,6H-pyrrolo[3,4-c]pyrrole-2-carboxamide COCCCNC(=O)N1CC=2CN(CC2C1)S(=O)(=O)C1=NN(C=C1)C